N1N=CC2=CC(=CC=C12)NC(=O)C1=C(NC=2N(C1C1CCOCC1)N=C(C2)C(=O)OCC)C ethyl 6-((1H-indazol-5-yl) carbamoyl)-5-methyl-7-(tetrahydro-2H-pyran-4-yl)-4,7-dihydropyrazolo[1,5-a]pyrimidine-2-carboxylate